N-benzyl-2-[1-[(4-methylphenyl)methyl]-5-oxopyrrolidin-2-yl]acetamid C(C1=CC=CC=C1)NC(CC1N(C(CC1)=O)CC1=CC=C(C=C1)C)=O